4-(4-(trifluoromethyl)phenethyloxy)aniline FC(C1=CC=C(CCOC2=CC=C(N)C=C2)C=C1)(F)F